NC1=NC=2C=CC(=CC2C2=C1C(OC2)C)C(=O)N(CC2=NC=C(C=C2)C(F)(F)F)[C@H](C)C2=NC=CC=N2 4-amino-3-methyl-N-((R)-1-(pyrimidin-2-yl)ethyl)-N-((5-(trifluoromethyl)pyridin-2-yl)methyl)-1,3-dihydrofuro[3,4-c]quinoline-8-carboxamide